NC1=NC=NN2C1=C(C=C2C=2C=NN(C2)C2CCOCC2)C2=CC(=C(C=C2)NC(OC(C)(C)C)=O)OC tert-Butyl (4-(4-amino-7-(1-(tetrahydro-2H-pyran-4-yl)-1H-pyrazol-4-yl)pyrrolo[2,1-F][1,2,4]triazin-5-yl)-2-methoxyphenyl)carbamate